CC1=CC=C(C=C1)S(=O)(=O)O.NC1=C2C(=NC=N1)N(N=C2C2=CC(=C(C=C2)OC(C)C)F)[C@@H](C)C=2OC1=CC=C(C=C1C(C2C2=CC(=CC=C2)F)=O)F (S)-2-(1-(4-amino-3-(3-fluoro-4-isopropoxyphenyl)-1H-pyrazolo[3,4-d]pyrimidin-1-yl)-ethyl)-6-fluoro-3-(3-fluorophenyl)-4H-chromen-4-one 4-methylbenzenesulfonate